METHYLQUINAZOLINON CC1=NC(NC2=CC=CC=C12)=O